N-(3-aminopropyl)-4-[[3-(2,3-difluoro-4-methoxyphenyl)imidazo[1,2-a]pyrazin-8-yl]amino]-2-ethyl-benzamide NCCCNC(C1=C(C=C(C=C1)NC=1C=2N(C=CN1)C(=CN2)C2=C(C(=C(C=C2)OC)F)F)CC)=O